N=1C=C(N2C1COCC2)C2=CC=C(C(=N2)OC)NC(=O)C=2C(=NOC2C)C2=CC=CC=C2 [6-(6,8-dihydro-5H-imidazo[2,1-c][1,4]oxazin-3-yl)-2-methoxy-3-pyridinyl]-5-methyl-3-phenyl-isoxazole-4-carboxamide